Methyl 1,5-dimethyl-6-oxo-1,6-dihydropyridine-2-carboxylate CN1C(=CC=C(C1=O)C)C(=O)OC